C(OC(C)(CC)OOC(C)(C)CC(C)(C)C)([O-])=O tert-octylperoxysec-butyl monocarbonate